C(C)O[Si](SCCC[Si](OC)(OC)OC)(OCC)OCC Triethoxysilyl-thiopropyl-trimethoxysilane